N-[5-[1-(2-methoxyphenyl)cyclopropyl]thiazol-2-yl]benzenesulfonamide COC1=C(C=CC=C1)C1(CC1)C1=CN=C(S1)NS(=O)(=O)C1=CC=CC=C1